5-[[2-ethyl-5-[3-methyl-4-(6-methyl-3-piperidinyl)phenyl]-1,2,4-triazol-3-yl]amino]-3,6-dimethyl-isoindolin-1-one C(C)N1N=C(N=C1NC=1C=C2C(NC(C2=CC1C)=O)C)C1=CC(=C(C=C1)C1CNC(CC1)C)C